FC(C(=O)O)CNC(=O)N fluoro-β-ureidopropionic acid